difluorophenyl-piperidone FC1(C(N(CCC1)C1=CC=CC=C1)=O)F